2,4-di-tert-butyl-5-(4-oxo-1,4-dihydroquinoline-3-carboxamido)phenyl methyl carbonate C(OC1=C(C=C(C(=C1)NC(=O)C1=CNC2=CC=CC=C2C1=O)C(C)(C)C)C(C)(C)C)(OC)=O